5,5'-(((3S,4R)-1-(tert-butoxycarbonyl)pyrrolidine-3,4-diyl)bis(oxy))dipentanoic acid C(C)(C)(C)OC(=O)N1C[C@@H]([C@@H](C1)OCCCCC(=O)O)OCCCCC(=O)O